tert-Butyl (7,8-dichloro-4-((2-sulfamoylethyl)amino)quinolin-2-yl)glycinate ClC1=CC=C2C(=CC(=NC2=C1Cl)NCC(=O)OC(C)(C)C)NCCS(N)(=O)=O